N-{4-[2-(2-chlorophenyl)acetamido]pyridin-2-yl}-N-(2,3-difluorophenyl)acetamide ClC1=C(C=CC=C1)CC(=O)NC1=CC(=NC=C1)N(C(C)=O)C1=C(C(=CC=C1)F)F